N1N=CC(=C1)CCNC1=NC(=NC(=C1C)C)C(=O)N[C@@H](C)C1=CC=CC=C1 (S)-4-((2-(1H-pyrazol-4-yl)ethyl)amino)-5,6-dimethyl-N-(1-phenylethyl)pyrimidine-2-carboxamide